N-(4-(4,4-difluoropiperidin-1-yl)-5,7-dihydrofuro[3,4-d]pyrimidin-2-yl)-4-(2-Hydroxyethylsulfonylamino)-2-(6-azaspiro[2.5]octane-6-yl)benzamide FC1(CCN(CC1)C=1C2=C(N=C(N1)NC(C1=C(C=C(C=C1)NS(=O)(=O)CCO)N1CCC3(CC3)CC1)=O)COC2)F